C(C(C)C)C(C(=O)OCC(C)(C)C)(CC(=O)OCC(C)(C)C)CC dineopentyl 2-isobutyl-2-ethylsuccinate